C1=CC=C(C(=C1)C(=O)NO)O The molecule is a hydroxamic acid that is N-hydroxybenzamide carrying a phenolic hydroxy group at position 2. It has a role as an antibacterial drug, a trypanocidal drug, an EC 3.5.1.5 (urease) inhibitor and an EC 1.11.2.2 (myeloperoxidase) inhibitor. It is a member of phenols and a hydroxamic acid.